FC=1C=C(C=O)C=CC1C 3-FLUORO-4-METHYLBENZALDEHYDE